BrC1=C(C=C2C(=NC(=NC2=C1)C)C=1C(=C(C(=CC1C(C)C)C(C)C)S(=O)(=O)O)C(C)C)I 7-bromo-6-iodo-2-methyl-quinazolin-4-yl-2,4,6-triisopropylbenzenesulfonic acid